ClC1=CC(=C(C=C1)CSC1=NN(C=C1)C1CCN(CC1)C(=O)OC(C)(C)C)F tert-butyl 4-[3-[(4-chloro-2-fluoro-phenyl)methylsulfanyl]pyrazol-1-yl]piperidine-1-carboxylate